Monosodium lauryl iminodipropynate N(C#CC(=O)[O-])C#CC(=O)OCCCCCCCCCCCC.[Na+]